5-(chloromethyl)-3-(3,5-dibromophenyl)-1,2,4-oxadiazole ClCC1=NC(=NO1)C1=CC(=CC(=C1)Br)Br